FC1=C(C=C2C(C(NC2=C1)=O)=C(O)C1=CC(=NO1)C)C1=CC=C(C=C1)C1(CC1)CO 6-Fluoro-5-[4-(1-hydroxymethyl-cyclopropyl)-phenyl]-3-[1-hydroxyl-(3-methyl-isoxazol-5-yl)-methylidene]-1,3-dihydro-indol-2-one